C(CCCCCCCCCCCCCCC)C1=CC(=CC(=C1)CCCCCCCCCCCCCCCC)CCCCCCCCCCCCCCCC 1,3,5-tricetyl-benzene